NC1=NC=CC=C1C1=NC=2C(=NC(=CC2)N2N=C3C(=C2)COC3)N1C=1C=C3CC[C@@H](C3=CC1)NC(C1=CC(=C(C=C1)O)C=O)=O N-[(1S)-5-[2-(2-aminopyridin-3-yl)-5-{4H,6H-furo[3,4-c]pyrazol-2-yl}imidazo[4,5-b]pyridin-3-yl]-2,3-dihydro-1H-inden-1-yl]-3-formyl-4-hydroxybenzamide